3-Bromo-N-(2,6-dimethyl-3-(4-((2-(trimethylsilyl)ethoxy)methyl)-4H-1,2,4-triazol-3-yl)phenyl)-5,6-dimethylpyridin-2-amine BrC=1C(=NC(=C(C1)C)C)NC1=C(C(=CC=C1C)C1=NN=CN1COCC[Si](C)(C)C)C